P(=O)(O)([O-])[O-].[Ca+2].CNC(C[C@H](CC(C)C)NC1=NC(=NC=2[C@H](CCCC12)C)N1CC2(CN(C2)C(C=C)=O)CC1)=O (3S)-N,5-dimethyl-3-(((8S)-8-methyl-2-(2-(2-propenoyl)-2,6-diazaspiro[3.4]octan-6-yl)-5,6,7,8-tetrahydro-4-quinazolinyl)amino)hexanamide calcium monohydrogen phosphate salt